((2R,3R,4R,5R,6S)-5-acetamido-6-(4-(3-(N-(6-benzoylaminohexyl)-hexanoylamino)propanoylamino)phenoxy)-3,4-dihydroxytetrahydro-2H-pyran-2-yl)sodium methylsulfate COS(=O)(=O)O.C(C)(=O)N[C@@H]1[C@H]([C@H]([C@H](O[C@@H]1OC1=CC=C(C=C1)NC(CCN(CCCCCCNC(C1=CC=CC=C1)=O)C(CCCCC)=O)=O)[Na])O)O